1,1,4,4-tetrakis(3,5-di-t-butyl-4-hydroxyphenyl)butane C(C)(C)(C)C=1C=C(C=C(C1O)C(C)(C)C)C(CCC(C1=CC(=C(C(=C1)C(C)(C)C)O)C(C)(C)C)C1=CC(=C(C(=C1)C(C)(C)C)O)C(C)(C)C)C1=CC(=C(C(=C1)C(C)(C)C)O)C(C)(C)C